4-[2-[1,4]diazepan-1-yl-5-(6-dimethylamino-pyridin-3-yl)-1-methyl-6-oxo-1,6-dihydro-pyrimidin-4-yl]-2-fluoro-benzonitrile N1(CCNCCC1)C=1N(C(C(=C(N1)C1=CC(=C(C#N)C=C1)F)C=1C=NC(=CC1)N(C)C)=O)C